1,7-dimethylcyclodeca-2,7-dienol CC1(C=CCCCC(=CCC1)C)O